2-(selenocyanatomethyl)naphthalene [Se](C#N)CC1=CC2=CC=CC=C2C=C1